ClC1=C(C(=CC(=C1)F)Cl)NC=1N(C2=NC(=NC=C2N1)NC1CCC(CC1)(F)F)C1CCC(CC1)C(=O)N (1s,4s)-4-(8-(2,6-dichloro-4-fluorophenylamino)-2-(4,4-difluorocyclohexylamino)-9H-purin-9-yl)cyclohexanecarboxamide